[4-(azetidin-3-yl)phenyl]-5-(trifluoromethyl)pyrazine N1CC(C1)C1=CC=C(C=C1)C1=NC=C(N=C1)C(F)(F)F